C12CNCC2N(C1)C1=C2C(=NC=C1C#N)N(C=C2)S(=O)(=O)C2=CC=CC=C2 4-(3,6-diazabicyclo[3.2.0]heptane-6-yl)-1-(phenylsulfonyl)-1H-pyrrolo[2,3-b]pyridin-5-carbonitrile